tert-butyl (4-(4-(((3R,4R)-1-(2-cyanoacetyl)-4-methylpiperidin-3-yl)(methyl)amino)-7H-pyrrolo[2,3-d]pyrimidine-7-carbothioamido)benzyl)carbamate C(#N)CC(=O)N1C[C@@H]([C@@H](CC1)C)N(C=1C2=C(N=CN1)N(C=C2)C(NC2=CC=C(CNC(OC(C)(C)C)=O)C=C2)=S)C